C(C=C)OCC1(CC1)O 1-((allyloxy)methyl)cyclopropan-1-ol